[Na].CC1=C(C(=O)P(C2=CC=CC=C2)=O)C(=CC(=C1)C)C 2,4,6-trimethylbenzoylphenylphosphine oxide sodium salt